docosanyl palmitate C(CCCCCCCCCCCCCCC)(=O)OCCCCCCCCCCCCCCCCCCCCCC